C1(=CC=CC=C1)P(N(P(C1=CC=CC=C1)C1=CC=CC=C1)C=1S(C=CC1)(=O)=O)C1=CC=CC=C1 N,N-bis-(diphenylphosphino)aminothiophene-1,1-dioxide